2-(BOC-aminomethyl)phenol C(=O)(OC(C)(C)C)C(C1=C(C=CC=C1)O)N